FC1C(C1)C(=O)NC=1N=CC2=C(C(=C(C=C2C1)C=1N(C=CC1)C)F)O 2-fluoro-N-(7-fluoro-8-hydroxy-6-(1-methyl-1H-pyrrole-2-yl)isoquinolin-3-yl)cyclopropan-1-carboxamide